[Cl-].C(CCC)[N+]1=CN(C=C1)C 3-butyl-1-methyl-1H-imidazol-3-ium chloride